5-chloro-2-(4-fluoro-2-methylphenoxy)-N-(3-sulfamylphenyl)benzamide methyl-2-(1-(tert-butoxycarbonyl)-1,2,3,6-tetrahydropyridin-4-yl)-4H-thieno[3,2-b]pyrrole-5-carboxylate COC(=O)C1=CC2=C(N1)C=C(S2)C=2CCN(CC2)C(=O)OC(C)(C)C.ClC=2C=CC(=C(C(=O)NC1=CC(=CC=C1)S(N)(=O)=O)C2)OC2=C(C=C(C=C2)F)C